{5-[2-(2-fluoroethoxy)ethyl]-2-thienyl}methanone FCCOCCC1=CC=C(S1)C=O